C(C)(C)(C)OC(=O)N(C(=O)OC(C)(C)C)C[C@@H]1C[C@H](C(N1CC(=O)OC(C)(C)C)=O)N(CC1=CC=CC=C1)CC1=CC=CC=C1 tert-butyl [(3R,5S)-5-{[bis(tert-butoxycarbonyl)amino] methyl}-3-(dibenzylamino)-2-oxopyrrolidin-1-yl]acetate